C(C)C1=NC(=NO1)C=1C=C2CC[C@@H](C2=CC1)C(=O)NC1=CC=NN1C (S)-5-(5-Ethyl-1,2,4-oxadiazol-3-yl)-N-(1-methyl-1H-pyrazol-5-yl)-2,3-dihydro-1H-inden-1-carboxamid